2-Chloro-N4-(3-[N-(1-methylethyl)sulfamoyl]phenyl)-6,7-dihydro-5H-cyclopenta[d]pyrimidine-4-amine ClC=1N=C(C2=C(N1)CCC2)NC2=CC(=CC=C2)S(NC(C)C)(=O)=O